S(=O)(=O)(ON1[C@@H]2CC[C@H](N(C1=O)C2)C(NC(=O)[C@@H]2CN(CC2)C(C)=O)=N)[O-].[Na+] Sodium (2S,5R)-2-(N-((S)-1-acetylpyrrolidine-3-carbonyl)carbamimidoyl)-7-oxo-1,6-diazabicyclo[3.2.1]octan-6-yl Sulfate